O1C=CC2=C1C=CC=C2B(O)O 4-BENZOFURANYL-BORONIC ACID